(2S,3R)-N-(3-bromopropyl)-3-((tert-butyldimethylsilyl)oxy)-1-(6-methyl-4-(trifluoromethyl)pyridin-2-yl)-N-(m-tolyl)pyrrolidine-2-carboxamide BrCCCN(C(=O)[C@H]1N(CC[C@H]1O[Si](C)(C)C(C)(C)C)C1=NC(=CC(=C1)C(F)(F)F)C)C=1C=C(C=CC1)C